COC1=CC=C(N(CCO)CCO)C=C1 4-methoxy-N,N-bis(2-hydroxyethyl)aniline